allylurethane diacrylate C(C=C)(=O)O.C(C=C)(=O)O.C(C=C)NC(=O)OCC